BrC=1C=C2C(C(NC2=CC1)=O)C1=CC=C(C=C1)C 5-bromo-3-(p-tolyl)indolin-2-one